ClC=1C(=C(C=CC1F)[C@H](CC1CCC(CC1)(F)F)NC(=O)[C@H]1NC(NC1)=O)F (S)-N-((S)-1-(3-chloro-2,4-difluorophenyl)-2-(4,4-difluorocyclohexyl)ethyl)-2-oxoimidazolidine-4-carboxamide